BrC1=CC=C(N=N1)CNCC(C)C N-((6-bromopyridazin-3-yl)methyl)-2-methylpropan-1-amine